2-(6,7-dimethyl-1,2,3,4-tetrahydronaphthalen-1-ylidene)acetonitrile CC=1C=C2CCCC(C2=CC1C)=CC#N